C(C)OCCC=1SC=C(C1)SC=1N([C@H]2[C@H](O)[C@H](O)[C@@H](CO)O2)C=2N=C(NC(C2N1)=O)N 8-((2-Ethoxyethyl)-4-thiophenylthio)guanosine